CCOC(=O)[C@H]1N([C@H](CC1)C1=C(C(=CC=C1OC)Cl)Cl)C(=O)OC(C)(C)C (2s,5r)-5-(2,3-dichloro-6-methoxyphenyl)pyrrolidine-1,2-dicarboxylic acid 1-tert-butyl ester 2-ethyl ester